(3-Methoxy-2-methylphenyl)((5R,9S)-2-methyl-3-(1-methyl-5-(trifluoromethyl)-1H-pyrazol-3-yl)-4,5,6,7,8,9-hexahydro-2H-5,9-epiminocycloocta[c]pyrazol-10-yl)methanone COC=1C(=C(C=CC1)C(=O)N1[C@H]2CC=3C(=NN(C3C3=NN(C(=C3)C(F)(F)F)C)C)[C@@H]1CCC2)C